S1(C2=C(C=C1)C=CC=C2)=O benzo[b]thiophenone